FC(C1=CC=C(C=C1)C1=NOC(=N1)C1N(CCCC1)C(C)C(=O)C(C)N1C(CCCC1)C1=NC(=NO1)C1=CC=C(C=C1)C(F)(F)F)(F)F 1-{2-[3-(4-trifluoromethyl-phenyl)-[1,2,4]oxadiazole-5-yl]-piperidin-1-yl}-ethyl ketone